N-(5-(2,4-dichlorophenyl)-1,3,4-oxadiazol-2-yl)-2-(4-fluorophenoxy)benzamide ClC1=C(C=CC(=C1)Cl)C1=NN=C(O1)NC(C1=C(C=CC=C1)OC1=CC=C(C=C1)F)=O